1-(4-(3-methyl-2,4-dioxotetrahydropyrimidin-1(2H)-yl)phenyl)piperidine-4-carboxaldehyde CN1C(N(CCC1=O)C1=CC=C(C=C1)N1CCC(CC1)C=O)=O